F[C@@H]1[C@H]2CCC[C@@H](C[C@@H]1OC1=CC=C(N=N1)C1=C(C=C(C=C1)C=1OC(=NN1)C)O)N2 2-(6-(((1r,2r,3s,5s)-2-fluoro-9-azabicyclo[3.3.1]non-3-yl)oxy)pyridazin-3-yl)-5-(5-methyl-1,3,4-oxadiazol-2-yl)phenol